BrC1=C(C=C(C=C1)[C@H]([C@H](CC=1SC=2C(N1)=C(C=C(C2)OC)C(=O)OCC)OC2CCCC2)O[Si](C)(C)C(C)(C)C)OC ethyl 2-((2S,3R)-3-(4-bromo-3-methoxyphenyl)-3-((tert-butyldimethylsilyl)oxy)-2-(cyclopentyloxy)propyl)-6-methoxybenzo[d]thiazole-4-carboxylate